4-((4-((2S,6R)-2,6-dimethylmorpholino)-6-((5-(5-phenyl-1,3,4-oxadiazol-2-yl)thiazol-2-yl)amino)pyrimidin-2-yl)amino)bicyclo[2.2.2]octan-1-ol C[C@@H]1O[C@@H](CN(C1)C1=NC(=NC(=C1)NC=1SC(=CN1)C=1OC(=NN1)C1=CC=CC=C1)NC12CCC(CC1)(CC2)O)C